pentamethylenedibiguanide N(C(=N)NC(=N)N)CCCCCNC(=N)NC(=N)N